C12(O)C(C(O)=CC=C1)(C1=C(O)C=CC=C1O)S2 Biresorcinol sulfide